3-Cyano-1-cyclopropylmethyl-4-(4-phenyl-piperidin-1-yl)-pyridine-2(1H)-one C(#N)C=1C(N(C=CC1N1CCC(CC1)C1=CC=CC=C1)CC1CC1)=O